CC1=C(C(=NC(=C1)C)C(=O)OC(C)N1CCOCC1)Br 1-(4-morpholinyl)ethanol methyl-3-bromo-6-methylpicolinate